C1=CC=CC=2C3=CC=CC=C3C(=CC12)C=1C=C(C=C(C1)C=1C2=CC=CC=C2C=2C=CC=CC2C1)C1=CC=CC=2NC3=CC=CC=C3C12 4-[3,5-bis(phenanthren-9-yl)phenyl]carbazole